N-[(1S,2S)-2-Hydroxycyclohexyl]-4-[4-(3-pyridyl)-benzyl]-pyrrolo[1,2-b]pyridazin-2-carboxamid O[C@@H]1[C@H](CCCC1)NC(=O)C=1C=C(C=2N(N1)C=CC2)CC2=CC=C(C=C2)C=2C=NC=CC2